8-((2-(2,6-dioxopiperidin-3-yl)-1,3-dioxoisoindolin-4-yl)amino)octanoic acid O=C1NC(CCC1N1C(C2=CC=CC(=C2C1=O)NCCCCCCCC(=O)O)=O)=O